C(C)(=O)O.COC1=CC=C(C=C1)NN 4-methoxyphenylhydrazine acetate